FC(COC1=CN=CC(=N1)C=1C=CC=NC1)(F)F 5-(6-(2,2,2-trifluoroethoxy)pyrazin-2-yl)pyridin